cyclononane chloride [Cl-].C1CCCCCCCC1